ClC=1C=C(C=NC1)CNC1=NC(=NC2=CC=C(C=C12)C1=CN(C(C=C1)=O)C)C=1C=NN(C1)CC(=O)N(C)C 2-(4-(4-(((5-chloropyridin-3-yl)methyl)amino)-6-(1-methyl-6-oxo-1,6-dihydropyridin-3-yl)quinazolin-2-yl)-1H-pyrazol-1-yl)-N,N-dimethylacetamide